(1S,3S)-N1-(7-(trifluoromethyl)-[1,2,4]triazolo[1,5-a]pyridin-2-yl)cyclopentane-1,3-diamine FC(C1=CC=2N(C=C1)N=C(N2)N[C@@H]2C[C@H](CC2)N)(F)F